P(F)(F)OC(C1=C(C(=C(C(=C1F)F)F)F)F)C1=C(C(=C(C(=C1F)F)F)F)F 1,1-bis(pentafluorophenyl)methanol difluorophosphite